3-amino-2,3-dihydrothiophene 1,1-dioxide NC1CS(C=C1)(=O)=O